ClC1=C(C=C(C=2C([C@]3(C(=CC(C[C@H]3C)=O)OC)OC21)=O)OC)C2=NN(C=C2)C (2S,5'R)-7-chloro-3',4-dimethoxy-5'-methyl-6-(1-methylpyrazol-3-yl)spiro[benzofuran-2,4'-cyclohex-2-ene]-1',3-dione